(R)-(4-(7-chloropyrazolo[1,5-a]pyridin-2-yl)-6,7-dihydro-1H-imidazo[4,5-c]pyridin-5(4H)-yl)(3-(difluoromethyl)-1-methyl-1H-1,2,4-triazol-5-yl)methanone ClC1=CC=CC=2N1N=C(C2)[C@@H]2N(CCC1=C2N=CN1)C(=O)C1=NC(=NN1C)C(F)F